4-[4-Bromo-3-hydroxy-6-(2,3,6-trichloro-benzyl)-pyridin-2-yl]-4-oxo-butyric acid ethyl ester C(C)OC(CCC(=O)C1=NC(=CC(=C1O)Br)CC1=C(C(=CC=C1Cl)Cl)Cl)=O